C(#N)C1=CC(=C(C=C1)[C@H]1C(=C(NC2=C(C=NC(=C12)OCC)C)C)C(=O)NCC1=C(C=C(C=C1)OC)OC)OC |r| racemic-4-(4-cyano-2-methoxyphenyl)-5-ethoxy-N-(2,4-dimethoxybenzyl)-2,8-dimethyl-1,4-dihydro-1,6-naphthyridine-3-carboxamide